ethyl 6-((tert-butoxycarbonyl)amino)imidazo[1,2-a]pyridin-3-carboxylate C(C)(C)(C)OC(=O)NC=1C=CC=2N(C1)C(=CN2)C(=O)OCC